C(C)OCC1=C(C=C(C=C1)C)N1/C(/SCC1=O)=N/C(=O)NC1=C(C=C(C=C1)C1=NN(C=N1)C1=CC=C(C=C1)OC)F (Z)-1-(3-(2-(ethoxymethyl)-5-methylphenyl)-4-oxothiazolidin-2-ylidene)-3-(2-fluoro-4-(1-(4-methoxyphenyl)-1H-1,2,4-triazol-3-yl)phenyl)urea